O1C2=C(N(CC1)CC=1N=C3N(C(=NC=4C(=CC=CC34)F)N)C1)N=CC=C2 2-((2,3-dihydro-4H-pyrido[3,2-b][1,4]oxazin-4-yl)methyl)-7-fluoroimidazo[1,2-c]quinazolin-5-amine